CC1(CN(C2=CC=CC=C12)C(CCCCCCC)=O)CCC#N 3-(3-methyl-1-octanoyl-indolin-3-yl)propionitrile